C(CCCC)C1N(C1CCCCC)C(CC(=O)[O-])(N1C(C1CCCCC)CCCCC)N1C(C1CCCCC)CCCCC tris[2,3-dipentyl-(1-aziridinyl)]propionate